C(#N)C1=C(SC=C1C#N)[N-]CC1=CC(=CC(=C1)OC)OC 3,4-dicyano-N-(3,5-dimethoxybenzyl)thiophenylamide